1-(3-chloro-2-fluorophenyl)propan-1-ol tert-butyl-(2-(5-(4-(5-(4-methylpiperazin-1-yl)-1H,3'H-[2,5'-bibenzo[d]imidazol]-2'-yl)phenoxy)-pentanamido)ethyl)carbamate C(C)(C)(C)N(C(=O)OC(CC)C1=C(C(=CC=C1)Cl)F)CCNC(CCCCOC1=CC=C(C=C1)C=1NC2=C(N1)C=CC(=C2)C2=NC1=C(N2)C=CC(=C1)N1CCN(CC1)C)=O